N-((3S,4S)-3-((6-(2,6-difluoro-3,5-di-methoxyphenyl)-8-((tetrahydrofuran-3-yl)amino)pyrido[3,4-d]pyrimidin-2-yl)amino)tetrahydro-2H-pyran-4-yl)acrylamide FC1=C(C(=C(C=C1OC)OC)F)C1=CC2=C(N=C(N=C2)N[C@@H]2COCC[C@@H]2NC(C=C)=O)C(=N1)NC1COCC1